C(CCCCCCCC=CCCCCCCCCCCCC)(=O)O docosa-9-enoic acid